C(CC)(=O)O.C(CC)(=O)O.C(C1=CC=CC=C1)OC(CO)=O Hydroxyacetic Benzyl Ester Dipropionate